C(C)(C)(C)C=1C=C2C(=[N+](N(C2=CC1)CC)[O-])C(C1=C(C=CC=C1)C(=O)OC(C(F)(F)F)C(F)(F)F)=O 5-(tert-Butyl)-1-ethyl-3-(2-(((1,1,1,3,3,3-hexafluoropropan-2-yl)oxy)carbonyl)benzoyl)-1H-indazole 2-oxide